Ethyl 2-(((3,3-dibutyl-7-(methylthio)-1,1-dioxido-5-phenyl-2,3,4,5-tetrahydro-1,2,5-benzothiadiazepin-8-yl)methyl)thio)acetate C(CCC)C1(NS(C2=C(N(C1)C1=CC=CC=C1)C=C(C(=C2)CSCC(=O)OCC)SC)(=O)=O)CCCC